N1=CC(=CC=C1)[C@@H](C)O (R)-1-(3-Pyridyl)ethanol